C1(CCCC1)NC1=NC=C2N=C(N(C2=N1)C1CCNCC1)NC1=C(C=CC=C1)F N2-Cyclopentyl-N8-(2-fluorophenyl)-9-(piperidin-4-yl)-9H-purin-2,8-diamin